((2S,4S)-4-(8-chloro-7-(8-chloronaphthalen-1-yl)-4-(3-(dimethylamino)-3-methylazetidin-1-yl)-6-fluoro-1H-pyrazolo[4,3-c]quinolin-1-yl)piperidin-2-yl)acetonitrile ClC1=CC=2C3=C(C(=NC2C(=C1C1=CC=CC2=CC=CC(=C12)Cl)F)N1CC(C1)(C)N(C)C)C=NN3[C@@H]3C[C@H](NCC3)CC#N